1-(3-isopropoxybenzyl)-1,3-dihydro-2H-benzo[d]imidazol-2-one C(C)(C)OC=1C=C(CN2C(NC3=C2C=CC=C3)=O)C=CC1